C1(CCCCC1)[C@@]1(C(NC2=C(C=CC=C12)C(F)(F)F)=O)C1=CC=C(C=C1)B(O)O (R)-(4-(3-cyclohexyl-2-oxo-7-(trifluoromethyl)indolin-3-yl)phenyl)boronic acid